o-{5-[(R)-4-{2-[(E)-3-(dimethylamino)-1-propenyl]-4-pyrimidinyl}-5-methyl-1,4-diazepan-1-yl]-6-amino-3-pyridazinyl}phenol CN(C/C=C/C1=NC=CC(=N1)N1CCN(CC[C@H]1C)C=1C=C(N=NC1N)C1=C(C=CC=C1)O)C